C(C(C)C)C=1C=CC(=C(C1)N1CCN(CC1)CC=1N=NC(=CC1)OC)C=1N=NNN1 3-[[4-[5-isobutyl-2-(2H-tetrazol-5-yl)phenyl]piperazin-1-yl]methyl]-6-methoxy-pyridazine